N-(5-(5-(hydroxymethyl)-1,3,4-oxadiazol-2-yl)-4-((2-methoxy-3-(1-methyl-1H-1,2,4-triazol-3-yl)phenyl)amino)pyridin-2-yl)cyclopropanecarboxamide OCC1=NN=C(O1)C=1C(=CC(=NC1)NC(=O)C1CC1)NC1=C(C(=CC=C1)C1=NN(C=N1)C)OC